racemic-calcium ketoisoleucine O=N[C@@H]([C@@H](C)CC)C(=O)O.[Ca]